NC1=CC(=C(C=C1OC)N1CCC(CC1)CN1CCN(CC1)C1=C(C=C2C(=NN(C2=C1)C)N1C(NC(CC1)=O)=O)F)C=C 1-(6-(4-((1-(4-amino-5-methoxy-2-vinylphenyl)piperidin-4-yl)methyl)piperazin-1-yl)-5-fluoro-1-methyl-1H-indazol-3-yl)dihydropyrimidine-2,4(1H,3H)-dione